FC1=C2C(=NN(C2=CC=C1)CC1=CC(=CC=C1)C(F)(F)F)C1CN(C1)C(=O)OC(C)(C)C tert-Butyl 3-(4-fluoro-1-{[3-(trifluoromethyl)phenyl]methyl}-1H-indazol-3-yl)azetidine-1-carboxylate